(3r)-5'-cis-β,γ-caroten-3-ol CC1(C)C[C@@H](CC(C)=C1\C=C\C(\C)=C\C=C\C(\C)=C\C=C\C=C(/C)\C=C\C=C(/C)\C=C\C1C(=C)CCCC1(C)C)O